C1C(C(O)(C)CCC=C(C)C)O1 E-Linalool oxid